(R)-5-(benzyloxy)-2-((tert-butoxycarbonyl)amino)-5-oxopentanoic acid C(C1=CC=CC=C1)OC(CC[C@H](C(=O)O)NC(=O)OC(C)(C)C)=O